2-(3-(1-(2-(((1H-pyrrolo[3,2-c]pyridin-2-yl)methyl)amino)-2-oxoethyl)-6-oxo-5-(phenethylamino)-1,6-dihydropyrazin-2-yl)phenyl)acetic acid trifluoroacetate FC(C(=O)O)(F)F.N1C(=CC=2C=NC=CC21)CNC(CN2C(=CN=C(C2=O)NCCC2=CC=CC=C2)C=2C=C(C=CC2)CC(=O)O)=O